FC1=C(C=CC=C1F)C1=C(SC(=C1)N1CCCC1)C1=C(C(=O)O)C=CC=C1 2-(3-(2,3-difluorophenyl)-5-(pyrrolidin-1-yl)thiophen-2-yl)benzoic acid